3-(6-(1-azidoethyl)-1-oxoisoindolin-2-yl)-1-((2-(trimethylsilyl)ethoxy)methyl)piperidine-2,6-dione N(=[N+]=[N-])C(C)C1=CC=C2CN(C(C2=C1)=O)C1C(N(C(CC1)=O)COCC[Si](C)(C)C)=O